OC(CNCC(C)O)C Bis-(2-hydroxypropyl)-amin